C(#N)C1CCC(CC1)CN1N=CC(=C1)N1C(SC=C1)C=1C=NNC1 N-{1-[(4-cyanocyclohexyl)methyl]-1H-pyrazol-4-yl}-2-(1H-pyrazol-4-yl)-1,3-thiazole